6-chloro-3-((1-(3-ethyl-4,7-dimethyl-5-oxo-4,5-dihydro-3H-pyrazolo[3,4-c]isoquinolin-9-yl)ethyl)amino)picolinic acid ClC1=CC=C(C(=N1)C(=O)O)NC(C)C=1C=2C3=C(N(C(C2C=C(C1)C)=O)C)N(N=C3)CC